7-(trifluoromethyl)-1,3-dihydroimidazo[1,2-a]pyrimidine-2,5-dione FC(C=1N=C2N(C(C1)=O)CC(N2)=O)(F)F